C(CCCCCCCCCCC)NC(C(C1=CC=CC=C1)N(C(C1=CC=C(C=C1)[N+]#[C-])=O)C1=CC=CC=C1)=O N-(2-(dodecylamino)-2-oxo-1-phenylethyl)-4-isocyano-N-phenylbenzamide